2-[4-(4,4,5,5-tetramethyl-1,3,2-dioxa-borolan-2-yl)pyrazol-1-yl]ethanol CC1(OB(OC1(C)C)C=1C=NN(C1)CCO)C